C(C)N(C=1C=C2C=C(C(=CC2=CC1)C=O)OCOC)CC 6-Diethylamino-3-(methoxymethoxy)naphthalene-2-carbaldehyde